FC(C(=O)O)(F)F.NC=1N=CC(=NC1C=1C=NC=CC1)C=1C=C(C=CC1C)S(=O)(=O)NC12CCC(CC1)(C2)O 3-(5-Amino-6-(pyridin-3-yl)pyrazin-2-yl)-N-(4-hydroxybicyclo[2.2.1]heptan-1-yl)-4-methylbenzenesulfonamide Trifluoroacetate Salt